C(=O)(O)C1=CC=C(C=C1)C(C)(C)C1=CC=C(C=C1)C(=O)O 2,2-bis-(4-carboxyphenyl)propane